C(#N)C=1C=C(C(=NC1)[C@H](C)NC([C@@H](C)C=1C(NC2=CC=C(C(=C2C1)F)F)=O)=O)F |o1:12| (2S*)-N-[(1S)-1-(5-cyano-3-fluoropyridin-2-yl)ethyl]-2-(5,6-difluoro-2-oxo-1H-quinolin-3-yl)propanamide